4-bromo-2-(1-methyl-1H-pyrazol-5-yl)isoindolin-1-one BrC1=C2CN(C(C2=CC=C1)=O)C1=CC=NN1C